ClC=1C=C(C=CC1C(NCCN1CCNCC1)=O)NC(=O)C=1N(C(=CN1)C1=C(C(=C(C=C1)OC)F)F)C N-[3-chloro-4-(2-piperazin-1-ylethylcarbamoyl)phenyl]-5-(2,3-difluoro-4-methoxyphenyl)-1-methyl-imidazole-2-carboxamide